calcium (R)-3-hydroxybutyric acid O[C@@H](CC(=O)O)C.[Ca]